[N+](=O)(OC[C@H]1C[C@@H]2[C@H](C(OC3=CC(=CC(=C23)O)CCCCCCC)(C)C)CC1)[O-] [(6Ar,9R,10aR)-3-heptyl-1-hydroxy-6,6-dimethyl-6a,7,8,9,10,10a-hexahydrobenzo[c]chromen-9-yl]methyl nitrate